N1(CCC1)CC1=C(C=CC=C1)C=1N=NN(C1)CC1=C(C=C(C=N1)C=1OC(=NN1)C(F)F)F 2-(6-((4-(2-(azetidin-1-ylmethyl)phenyl)-1H-1,2,3-triazol-1-yl)methyl)-5-fluoropyridin-3-yl)-5-(difluoromethyl)-1,3,4-oxadiazole